NC1=CC=C(C=C1)N1[C@H](CN(CC1)C1=C(C(=C(C#N)C=C1)C(F)(F)F)F)C 4-[(3S)-4-(4-aminophenyl)-3-methylpiperazin-1-yl]-3-fluoro-2-(trifluoromethyl)benzonitrile